1-(6-(6-(5-methyl-1H-indazol-4-yl)pyrimidin-4-yl)-2,6-diazaspiro[3.4]octan-2-yl)prop-2-en-1-one CC=1C(=C2C=NNC2=CC1)C1=CC(=NC=N1)N1CC2(CN(C2)C(C=C)=O)CC1